COC1=C2C=C(C(OC2=CC(=C1)OC)=O)C(=O)C1=CC=CC2=CC=CC=C12 5,7-dimethoxy-3-(1-naphthaloyl)-coumarin